C(C)(C)(C)C1=CC=C(C=C1)S(=O)(=O)NC=1C=2C3=C(C(N(C3=CC1)CC)=O)C=CC2 4-(tert-butyl)-N-(1-ethyl-2-oxo-1,2-dihydrobenzo[cd]indol-6-yl)benzenesulfonamide